2-[4-(difluoromethyl)-6-[rac-(3aS,7aR)-6-methyl-3,3a,4,5,7,7a-hexahydro-2H-pyrrolo[2,3-c]pyridin-1-yl]pyridazin-3-yl]-5-methyl-phenol FC(C1=C(N=NC(=C1)N1CC[C@H]2[C@@H]1CN(CC2)C)C2=C(C=C(C=C2)C)O)F |r|